BrCC1=CC2=C(COB2O)C(=C1)F 6-(bromomethyl)-4-fluoro-3H-2,1-benzoxaborol-1-ol